COC1=CC(=NC2=CC=CC=C12)C=1C=C2CN(C(C2=CC1)=O)C1C(NC(CC1)=O)=O 3-[5-(4-methoxyquinolin-2-yl)-1-oxo-2,3-dihydro-1H-isoindol-2-yl]piperidine-2,6-dione